CC1=C[C@@H](CN2C3=C(C(=C12)C=1C=NC2=CC=CC=C2C1)C(=NC=N3)N)N (S)-6-methyl-5-(quinolin-3-yl)-8,9-dihydropyrimido[5,4-b]indolizine-4,8-diamine